(S)-3-((4'-chloro-5,5-dimethyl-3,4,5,6-tetrahydro-[1,1'-biphenyl]-2-yl)methyl)-1,2,3,4,4a,5-hexahydrobenzo[b]pyrazino[1,2-d][1,4]oxazine-8-carboxylic acid ClC1=CC=C(C=C1)C1=C(CCC(C1)(C)C)CN1C[C@@H]2N(C3=C(OC2)C=C(C=C3)C(=O)O)CC1